(S)-2-methyl-N-(thiazol-4-ylmethyl)propane-2-sulfinamide CC(C)(C)[S@](=O)NCC=1N=CSC1